(Z)-6-bromo-N-hydroxy-4-methoxypyridine BrC1=CC(=CCN1O)OC